2-{[3,5-bis(trifluoromethyl)phenyl]carbamoyl}-4-chlorophenyl-dihydropyran bismeglumine salt N(C)C[C@H](O)[C@@H](O)[C@H](O)[C@H](O)CO.N(C)C[C@H](O)[C@@H](O)[C@H](O)[C@H](O)CO.FC(C=1C=C(C=C(C1)C(F)(F)F)NC(=O)C1=C(C=CC(=C1)Cl)C1OC=CCC1)(F)F